FC=1C=CC(=C(C1)N1CCCC1)C(F)(F)F 5-fluoro-2-(trifluoromethyl)phenylpyrrolidine